tert-butyl 2-(1-methylisoquinolin-5-yl)acetate CC1=NC=CC2=C(C=CC=C12)CC(=O)OC(C)(C)C